6-butyl-5-(2,6-dimethoxyphenyl)-3-((5-(4-fluorophenyl)pyridin-2-yl)sulfonyl)-4-hydroxypyridin-2(1H)-one C(CCC)C1=C(C(=C(C(N1)=O)S(=O)(=O)C1=NC=C(C=C1)C1=CC=C(C=C1)F)O)C1=C(C=CC=C1OC)OC